2-(3-(trifluoromethyl)-5-(1-((2-(trimethylsilyl)ethoxy)methyl)-1H-1,2,4-Triazol-3-yl)phenyl)propan-2-ol FC(C=1C=C(C=C(C1)C1=NN(C=N1)COCC[Si](C)(C)C)C(C)(C)O)(F)F